CC/C=C\\C[C@@H](/C=C/C=C\\C/C=C\\C/C=C\\C=C\\[C@H](CCC(=O)O)O)O The molecule is a member of the class of resolvins that is (5E,7Z,10Z,13Z,15E,19Z)-docosahexaenoic acid carrying two hydroxy substituents at positions 4 and 17 (the 4S,17S-stereoisomer). It has a role as an anti-inflammatory agent and a human xenobiotic metabolite. It is a diol, a resolvin, a secondary allylic alcohol and a hydroxy polyunsaturated fatty acid.